C12COCC(CC1)N2C2=NC(=NC(=N2)Cl)C21COCC(COC2)N1 4-(3-oxa-8-azabicyclo[3.2.1]octan-8-yl)-6-chloro-1,3,5-triazin-2-yl-3,7-dioxa-9-azabicyclo[3.3.1]nonane